1-(3-(2-methoxyethyl)-4-oxo-3,4-dihydroquinazolin-6-yl)-3-(3-nitrophenyl)urea COCCN1C=NC2=CC=C(C=C2C1=O)NC(=O)NC1=CC(=CC=C1)[N+](=O)[O-]